C(C)OC(\C=C\C1(CCC1)OC(F)(F)F)=O (E)-3-[3-cis-(trifluoromethoxy)cyclobutyl]prop-2-enoic acid ethyl ester